C(C=C)OCC(C(=O)OCC(C1=CC=CC=C1)C1=CC=CC=C1)=C diphenylethyl α-allyloxymethylacrylate